C12(C=CC(CC1)C2)C2OC2 norbornenyl-oxirane